4-(3-chloro-2-fluoro-6-methoxyphenyl)-N-(5-(2-cyclobutoxyethoxy)-1,3,4-thiadiazol-2-yl)-6-methylnicotinamide ClC=1C(=C(C(=CC1)OC)C1=CC(=NC=C1C(=O)NC=1SC(=NN1)OCCOC1CCC1)C)F